C(C1=CC=CC=C1)OC1C[C@@H]2CC(C[C@@H]2C1)OC(CO[Si](C)(C)C(C)(C)C)C1=C(C=CC=C1)OC [2-[[(3aR,6aS)-5-benzyloxy-1,2,3,3a,4,5,6,6a-octahydropentalen-2-yl]oxy]-2-(2-methoxyphenyl)ethoxy]-t-butyldimethylsilane